CC(CNC(OCC)=O)(CC(CCNC(OCC)=O)C)C 7,7,9-Trimethyl-3,14-dioxa-4,13-dioxo-5,12-diazahexadecan